BrC1=NN(C=C1)CCCO 3-(3-bromo-1H-pyrazol-1-yl)propan-1-ol